2-[4-(chloromethyl)pyrazol-1-yl]-6-methoxypyridine ClCC=1C=NN(C1)C1=NC(=CC=C1)OC